6-bromobenzofuran-3(2H)-one BrC1=CC2=C(C(CO2)=O)C=C1